CC1(CC=CN1[O-])C 5,5-dimethyl-1-oxidopyrroline